(3-((Benzyloxy)methyl)-4-ethyl-5-oxo-4,5-dihydro-1H-1,2,4-triazol-1-yl)-3-bromo-7-fluoro-1-isopropyl-4H-quinolizin-4-one C(C1=CC=CC=C1)OCC1=NN(C(N1CC)=O)C=1C(=C2C=CC(=CN2C(C1Br)=O)F)C(C)C